NCC=1N=C(OC1)C=1C(=NC=NC1NC1=CC(=C(C=C1)OC1=CC2=C(N(C=N2)C)C=C1)C)NCC1=CC=C(C=C1)OC 5-(4-(aminomethyl)oxazol-2-yl)-N4-(4-methoxybenzyl)-N6-(3-methyl-4-((1-methyl-1H-benzo[d]imidazol-5-yl)oxy)phenyl)pyrimidine-4,6-diamine